N-ethyl-N'-(5-fluoro-4-(3-((3-fluoro-2-methylbenzyl)oxy)oxetan-3-yl)-2-methylphenyl)-N-methylformimidamide C(C)N(C=NC1=C(C=C(C(=C1)F)C1(COC1)OCC1=C(C(=CC=C1)F)C)C)C